4-(2-((1-((dimethylamino)methyl)cyclopropyl)methoxy)-7-(8-ethyl-7-fluoro-3-hydroxynaphthalen-1-yl)-6,8-difluoroquinazolin-4-yl)-6-methyl-1,4-oxazepan-6-ol CN(C)CC1(CC1)COC1=NC2=C(C(=C(C=C2C(=N1)N1CCOCC(C1)(O)C)F)C1=CC(=CC2=CC=C(C(=C12)CC)F)O)F